NCC(=O)N1C2(C=3N(CC1)C(=C(N3)C3=CC=C(C=C3)F)NC3=CC=C(C=C3)F)CC2 2-amino-1-(2'-(4-fluorophenyl)-3'-((4-fluorophenyl)amino)-5',6'-dihydro-7'H-spiro[cyclopropane-1,8'-imidazo[1,2-a]pyrazin]-7'-yl)ethan-1-one